1,2,3,5-tetra-O-benzoyl-2-C-methyl-D-ribofuranose C(C1=CC=CC=C1)(=O)OC1[C@](OC(C2=CC=CC=C2)=O)([C@H](OC(C2=CC=CC=C2)=O)[C@H](O1)COC(C1=CC=CC=C1)=O)C